rel-N-(6-Amino-5-methyl-3-pyridyl)-2-[(2R,4S,5R)-2-(1,3-benzothiazol-5-yl)-4-methoxy-5-methyl-1-piperidyl]-2-oxo-acetamide NC1=C(C=C(C=N1)NC(C(=O)N1[C@H](C[C@@H]([C@@H](C1)C)OC)C=1C=CC2=C(N=CS2)C1)=O)C |o1:12,14,15|